CC1=C(C(=NO1)CS(=O)(=O)[O-])C1=CC=C(C=C1)I (5-Methyl (4-iodophenyl)isoxazol-3-yl)methanesulfonate